2-Bromo-N-(1-cyanocyclopropyl)-2-(6-(((R)-1-(3-(difluoromethyl)-2-fluorophenyl)ethyl)amino)-5-(1,3-dioxolan-2-yl)-2-methylpyrimidin-4-yl)acetamide BrC(C(=O)NC1(CC1)C#N)C1=NC(=NC(=C1C1OCCO1)N[C@H](C)C1=C(C(=CC=C1)C(F)F)F)C